ClC=1C=CC(=C(OC2CCC3(CNC3)CC2)C1)S(=O)(=O)C 7-(5-chloro-2-methylsulfonyl-phenoxy)-2-azaspiro[3.5]nonane